3-chloro-N-(2-chloro-5-(1,3-dioxo-1,3,4,5,6,7-hexahydro-2H-isoindole-2-yl)-4-fluorophenyl)-2,2-dimethylpropionamide ClCC(C(=O)NC1=C(C=C(C(=C1)N1C(C=2CCCCC2C1=O)=O)F)Cl)(C)C